CC=1C=C(C=CC1C)C=1N(C(C2=C(C=CC=C2C1)N[C@H]1CS(C=C1)(=O)=O)=O)C (R)-3-(3,4-dimethylphenyl)-8-((1,1-dioxido-2,3-dihydrothiophen-3-yl)amino)-2-methylisoquinolin-1(2H)-one